C12CN(CC(N1)C2)C=2OC1=C(N2)C(=C(C=C1C=1SC=CN1)C(C)(C)O)C(F)(F)F 2-(2-(3,6-diazabicyclo[3.1.1]heptan-3-yl)-7-(thiazol-2-yl)-4-(trifluoromethyl)benzo[d]oxazol-5-yl)propan-2-ol